ClC=1SC=CN1 2-Chloro-1,3-thiazol